N[C@@H](C)[C@H](C[C@H](C(CCCCCCCCCCCC)(F)F)O)O (2s,3s,5r)-2-amino-6,6-difluorooctadecane-3,5-diol